9,9-bis[4-(glycidoxy)phenyl]fluorene C(C1CO1)OC1=CC=C(C=C1)C1(C2=CC=CC=C2C=2C=CC=CC12)C1=CC=C(C=C1)OCC1CO1